C(=O)(OC(C)(C)C)N1CCC(CC1)OS(=O)(=O)C 1-Boc-4-methanesulfonyl-oxypiperidine